NC1=NN2C(N=CC(=C2)F)=C1C(=O)NC=1C=NC=CC1C1=C(C=C(C=C1)C(=O)N1CCN(CC1)C1COC1)F 2-amino-6-fluoro-N-(4-(2-fluoro-4-(4-(oxetan-3-yl)piperazine-1-carbonyl)phenyl)pyridin-3-yl)pyrazolo[1,5-a]pyrimidine-3-carboxamide